(S)-N-((4-(3-(6-(trifluoromethyl)imidazo[1,2-a]pyridin-3-yl)-1,2,4-thiadiazol-5-yl)morpholin-2-yl)methyl)methanesulfonamide tert-butyl-N-(azetidin-3-yl)carbamate hydrochloride Cl.C(C)(C)(C)OC(NC1CNC1)=O.FC(C=1C=CC=2N(C1)C(=CN2)C2=NSC(=N2)N2C[C@H](OCC2)CNS(=O)(=O)C)(F)F